N2-(4-(4-(4-ethylpiperazin-1-yl)piperidin-1-yl)-3,5-difluorophenyl)-N4-(1-(methylsulfonyl)indolin-7-yl)-7H-pyrrolo[2,3-d]pyrimidine-2,4-diamine C(C)N1CCN(CC1)C1CCN(CC1)C1=C(C=C(C=C1F)NC=1N=C(C2=C(N1)NC=C2)NC=2C=CC=C1CCN(C21)S(=O)(=O)C)F